N1C(=NC2=C1C=CC=C2)NC=2C=CC(=C(C2)N2C(N(C1=NC(=NC=C1C2)NC=2C=NC(=CC2)C)C)=O)C (5-((1H-benzo[d]imidazol-2-yl)amino)-2-methylphenyl)-1-methyl-7-((6-methylpyridin-3-yl)amino)-3,4-dihydropyrimido[4,5-d]pyrimidin-2(1H)-one